OC=1CC=CC=C(C1)C(C)C 2-hydroxy-4-isopropyl-2,4,6-cycloheptatrien